17-(eicos-11-enoyloxy)-heptadecanoic acid C(CCCCCCCCCC=CCCCCCCCC)(=O)OCCCCCCCCCCCCCCCCC(=O)O